methyl 3-(1-(but-3-en-1-yl)-1H-benzo[d][1,2,3]triazol-5-yl)-3-(1,2,3,4-tetrahydroisoquinolin-7-yl)propanoate dihydrochloride Cl.Cl.C(CC=C)N1N=NC2=C1C=CC(=C2)C(CC(=O)OC)C2=CC=C1CCNCC1=C2